butyl 7-((6-chloro-5-(trifluoromethyl)pyridin-2-yl)oxy)-2-azaspiro[3.5]nonane-2-carboxylate ClC1=C(C=CC(=N1)OC1CCC2(CN(C2)C(=O)OCCCC)CC1)C(F)(F)F